(S)-6-chloro-1-(6-(3-methoxytetrahydrofuran-3-yl)-4-(oxetan-3-ylmethoxy)pyridine-2-yl)-3-methyl-1H-pyrazolo[4,3-c]pyridine ClC1=CC2=C(C=N1)C(=NN2C2=NC(=CC(=C2)OCC2COC2)[C@@]2(COCC2)OC)C